(R)-1-(4-methoxybenzyl)-3-(5-(1-(methyl-d3)-3-((4-(trifluoromethyl)phenyl)amino)-1H-pyrazol-4-yl)-1,3,4-oxadiazol-2-yl)-3-vinylpyrrolidin-2-one COC1=CC=C(CN2C([C@](CC2)(C=C)C=2OC(=NN2)C=2C(=NN(C2)C([2H])([2H])[2H])NC2=CC=C(C=C2)C(F)(F)F)=O)C=C1